FC=NCCC1=CC(=C(C=C1)OC)OC (fluoromethylene)-3,4-dimethoxy-phenethylamine